ClC1=C(C=C(C=N1)\C=C/1\C(NCCC1)=O)C (E)-3-((6-chloro-5-methylpyridin-3-yl)methylene)piperidin-2-one